3-(1H-Pyrazolo[3,4-b]pyridin-5-yl)-3-(5-(2-(5,6,7,8-tetrahydro-1,8-naphthyridin-2-yl)ethoxy)-1H-indazol-1-yl)propanoic acid N1N=CC=2C1=NC=C(C2)C(CC(=O)O)N2N=CC1=CC(=CC=C21)OCCC2=NC=1NCCCC1C=C2